C(CCCCCCCCCCC)[Si](OCCOCC)(OCCOCC)OCCOCC dodecyl-tris-(2-ethoxyethoxy)silane